7-bromo-3-((4-methoxybenzyl)oxy)-4-methylisoquinoline BrC1=CC=C2C(=C(N=CC2=C1)OCC1=CC=C(C=C1)OC)C